ClC1=C(C(=CC=C1)C=1C=C2C(=NN1)NC[C@@]1(N2C[C@@H](C1)OC1=NC=2CCNCC2C=C1)C(F)F)O 2-Chloro-6-((6aR,8R)-6a-(difluoromethyl)-8-((5,6,7,8-tetrahydro-1,6-naphthyridin-2-yl)oxy)-5,6,6a,7,8,9-hexahydropyrrolo[1',2':4,5]pyrazino[2,3-c]pyridazin-2-yl)phenol